C1=CC(=C(C=C1/C=C/C(=O)O[C@@H]2[C@@H](C=C(O[C@@H]2C(CO)O)C(=O)O)OC(=O)/C=C/C3=CC(=C(C=C3)O[C@H]4[C@@H]([C@H]([C@@H]([C@H](O4)CO)O)O)O)O)O)O The molecule is an alkyl caffeate ester isolated from Lophocolea heterophylla and Jungermannia subulata and has been shown to exhibit antioxidant activity. It has a role as a metabolite and an antioxidant. It is a beta-D-glucoside and an alkyl caffeate ester. It derives from a trans-caffeic acid.